4-amino-7-fluoro-8-(2-fluoro-6-methylpyridin-3-yl)-3-(ethylcarbamoyl)cinnoline 2-oxide NC1=C([N+](=NC2=C(C(=CC=C12)F)C=1C(=NC(=CC1)C)F)[O-])C(NCC)=O